6-fluoro-N-(oxetan-3-yl)-5-(piperazin-1-yl)picolinamide FC1=C(C=CC(=N1)C(=O)NC1COC1)N1CCNCC1